3-(3-ethyl-7-((1-methylpiperidin-4-yl)amino)thieno[3,2-c]pyridin-2-yl)prop-2-yn C(C)C1=C(SC2=C1C=NC=C2NC2CCN(CC2)C)C#CC